NC1CCN(CC1)C1=C(C=NC2=CC=C(C=C12)C=1C(=C(C#N)C=C(C1F)F)O)C1=CC(=CC(=C1)C)F 3-[4-(4-Aminopiperidin-1-yl)-3-(3-fluoro-5-methylphenyl)chinolin-6-yl]-4,5-difluoro-2-hydroxybenzonitril